C[C@@H]1COCCN1C=1C=C2C3=C(C(=NN3CCC(N2C2COCC2)=O)C2=NNC=C2)N1 4-((R)-3-methylmorpholino)-2-(1H-pyrazol-3-yl)-6-(tetrahydrofuran-3-yl)-8,9-dihydro-1,3,6,9a-tetraazabenzo[cd]azulene-7(6H)-one